diethyl (2-(vinyloxy)ethyl)phosphonate C(=C)OCCP(OCC)(OCC)=O